2-cyclopropyl-glycine C1(CC1)C(N)C(=O)O